C(C)(C)(C)OC(=O)N1CCSC2=C(C1)C(=CC=C2)Cl t-butyl-6-chloro-2,3,4,5-tetrahydro-1,4-benzothiazepine-4-carboxylate